3,3,3-trifluoro-2-hydroxy-N-((5-(2-((2-methyl-6-(trifluoromethyl)-2H-pyrazolo[3,4-d]pyrimidin-4-yl)thio)acetyl)thiophen-2-yl)methyl)propanamide FC(C(C(=O)NCC=1SC(=CC1)C(CSC=1C=2C(N=C(N1)C(F)(F)F)=NN(C2)C)=O)O)(F)F